BrC(C(=O)C=1C=CC(=C(C(=O)NC2=CC=CC=C2)C1)C)C 5-(2-bromopropanoyl)-2-methyl-N-phenylbenzamide